C(C1=CC=CC=C1)N1C2=NC=NC(=C2N=C1C=1C=NC(=CC1C)N1CCNCC1)OC1(CC1)C 9-benzyl-8-(4-methyl-6-(piperazin-1-yl)pyridin-3-yl)-6-(1-methylcyclopropoxy)-9H-purine